ClC1=CC=2C(C(=N1)O[C@H](C)[C@@H]1CC(N(C1)[C@@H](C)C1=CC=C(C=C1)OC)=O)=CN(N2)C (R)-4-[(R)-1-(6-chloro-2-methyl-2H-pyrazolo[4,3-c]pyridin-4-yloxy)-ethyl]-1-[(S)-1-(4-methoxy-phenyl)-ethyl]-pyrrolidin-2-one